[C@H]12CNC[C@H](CC1)N2C2=NC(=NC=1C[C@@]3(CCC21)CC2=CC=CC=C2CC3)OC[C@H]3NCCC3 (S)-4'-((1R,5S)-3,8-diazabicyclo[3.2.1]octan-8-yl)-2'-(((S)-pyrrolidin-2-yl)methoxy)-3,4,5',8'-tetrahydro-1H,6'H-spiro[naphthalene-2,7'-quinazoline]